N-(4-Bromo-3-methoxy-2-nitrophenyl)tetrahydrofuran-3-amine BrC1=C(C(=C(C=C1)NC1COCC1)[N+](=O)[O-])OC